6-Acryloyloxyhexanal C(C=C)(=O)OCCCCCC=O